C1(=CC=CC=C1)C=CC=CC=CC phenyl-1,3,5-heptatriene